C=CCSO The molecule is an S-alkylsulfenic acid in which the alkyl group is specified as allyl. It has a role as a radical scavenger and a plant metabolite.